2',5'-dihydroxybiphenyl-4-methanol OC1=C(C=C(C=C1)O)C1=CC=C(C=C1)CO